ClC1=CC=C2C(=CN=C(C2=C1)N(C)C)S(=O)(=O)NC=1C(=NC(=C(C1)F)OCC(F)F)OC 7-chloro-N-[6-(2,2-difluoroethoxy)-5-fluoro-2-methoxy-3-pyridyl]-1-(dimethylamino)isoquinoline-4-sulfonamide